(R)-1-((7-Cyano-2-(3'-(3-((2-hydroxypropylamino)methyl)-1,7-naphthyridin-8-ylamino)-2,2'-dimethylbiphenyl-3-yl)benzo[d]oxazol-5-yl)methyl)piperidin C(#N)C1=CC(=CC=2N=C(OC21)C=2C(=C(C=CC2)C2=C(C(=CC=C2)NC=2N=CC=C1C=C(C=NC21)CNC[C@@H](C)O)C)C)CN2CCCCC2